FC1=C(C=CC=C1)C1=C(N=C(S1)C)C(=O)O 5-(2-fluorophenyl)-2-methyl-1,3-thiazole-4-carboxylic acid